tert-Butyl 4-(5-hydroxypentyl)-2,2-dimethyl-pyrrolidine-1-carboxylate OCCCCCC1CC(N(C1)C(=O)OC(C)(C)C)(C)C